NC=1C(NC2=CC(=C(N=C2C1C1=C2C=NNC2=C(C=C1)F)C#CC(C)O)C)=O 3-Amino-4-(7-fluoro-1H-indazol-4-yl)-6-(3-hydroxybut-1-ynyl)-7-methyl-1H-1,5-naphthyridin-2-one